N[C@@H](CC(C)C)C(=O)OCCCCCCCCCCCCCCC pentadecyl L-leucinate